NC\C=C(\CN1C=NC2=C1C=C(C=C2C2=CC=NN2CC)C#N)/F (Z)-1-(4-amino-2-fluorobut-2-en-1-yl)-4-(1-ethyl-1H-pyrazol-5-yl)-1H-benzo[d]imidazole-6-carbonitrile